(E)-N-(4-((3-chloro-2-fluorophenyl)amino)-5-methylquinazolin-6-yl)-4-(isopropylamino)but-2-enamide ClC=1C(=C(C=CC1)NC1=NC=NC2=CC=C(C(=C12)C)NC(\C=C\CNC(C)C)=O)F